7-(1,4-diazepan-1-yl)-2-(8-fluoro-2-methylimidazo[1,2-a]pyridin-6-yl)-4H-pyrido[1,2-a][1,3,5]triazin-4-one hydrochloride Cl.N1(CCNCCC1)C=1C=CC=2N(C(N=C(N2)C=2C=C(C=3N(C2)C=C(N3)C)F)=O)C1